3-ethynyl-5-[2-(2-methoxyethoxy)ethoxy]pyridine C(#C)C=1C=NC=C(C1)OCCOCCOC